CC=1SC2=C(N1)C=CC(=C2)C(=O)OC methyl 2-methylbenzothiazole-6-carboxylate